5-(2-chlorophenyl)isoxazole-4-carboxylic acid ClC1=C(C=CC=C1)C1=C(C=NO1)C(=O)O